monoacetylaminoethyl phosphate P(=O)(OCCNC(C)=O)([O-])[O-]